BrC=1C(=C(C2=CC=CC(=C2C1)[N+](=O)[O-])C(=O)O)F 3-Bromo-2-fluoro-5-nitro-1-naphthoic acid